N-(1-(5-chloro-2-methoxyphenyl)pyrrolidin-3-yl)-4-(trifluoromethoxy)benzene-sulfonamide ClC=1C=CC(=C(C1)N1CC(CC1)NS(=O)(=O)C1=CC=C(C=C1)OC(F)(F)F)OC